ClC=1C=C(C=C(C1)\C=C\C1=CC(=CC=C1)C(F)(F)F)C1=C(NN=N1)C#N 5-{3-chloro-5-{(E)-2-(3-trifluoromethyl-phenyl)-vinyl}-phenyl}-3H-[1,2,3]triazole-4-carbonitrile